5-(cyclopentylamino)-3-[2-(1-cyclopropyl-6-fluoro-1,3-benzodiazol-5-yl)ethynyl]-1-[(3S)-1-(prop-2-enoyl)pyrrolidin-3-yl]pyrazole-4-carboxamide C1(CCCC1)NC1=C(C(=NN1[C@@H]1CN(CC1)C(C=C)=O)C#CC1=CC2=C(N(C=N2)C2CC2)C=C1F)C(=O)N